1-Hydroxyethan OCC